(2R,3R,4S,5R)-2-(6-amino-2-(2-(5-iodo-1H-indol-3-yl)ethoxy)-9H-purin-9-yl)-5-(hydroxymethyl)-tetrahydrofuran-3,4-diol NC1=C2N=CN(C2=NC(=N1)OCCC1=CNC2=CC=C(C=C12)I)[C@@H]1O[C@@H]([C@H]([C@H]1O)O)CO